sodium (S)-3-(3-(1,5-dimethyl-4-oxido-2-oxo-1,2-dihydropyridin-3-yl)ureido)-3-(2'-methoxy biphenyl-3-yl)propanoate CN1C(C(=C(C(=C1)C)[O-])NC(N[C@@H](CC(=O)[O-])C=1C=C(C=CC1)C1=C(C=CC=C1)OC)=O)=O.[Na+].[Na+]